NCCNCCC[Si](OCCC)(OCCC)OCCC N-(2-aminoethyl)-3-aminopropyltripropoxysilane